C(C)(C)(C)OC(NC1C=2C=C(C=NC2C(CC1)O)Cl)=O (3-chloro-8-hydroxy-5,6,7,8-tetrahydroquinolin-5-yl)carbamic acid tert-butyl ester